(E)-1-(2,6,6-trimethylcyclohex-2-en-1-yl)but-2-en-1-one tert-butyl-(S)-1-(((S)-tert-butylsulfinyl)amino)-6-chloro-1,3-dihydrospiro[indene-2,4'-piperidine]-1'-carboxylate C(C)(C)(C)OC(=O)N1CCC2(CC1)[C@@H](C1=CC(=CC=C1C2)Cl)N[S@@](=O)C(C)(C)C.CC=2C(C(CCC2)(C)C)C(\C=C\C)=O